di(2-ethylhexanoic acid) tin [Sn].C(C)C(C(=O)O)CCCC.C(C)C(C(=O)O)CCCC